COC[C@@H](N1C(N[C@@H](C1)C(F)(F)F)=O)C=1C=C(N=NC1[2H])NC(C(C)(C)C)=O N-(5-((S)-2-methoxy-1-((S)-2-oxo-4-(trifluoromethyl)imidazolidin-1-yl)ethyl)pyridazin-3-yl-6-d)pivalamide